FC1CC(C1)NC(C1=C(C=CC=C1)OC)=O N-(3-fluorocyclobutyl)-2-methoxybenzamide